FC1=C(C=C2CCN(C2=C1)C(=O)NCC1=CC(=CC(=C1)OC)F)C=1C(=NN(C1)COCC[Si](C)(C)C)F 6-fluoro-5-(3-fluoro-1-((2-(trimethylsilyl)ethoxy)methyl)-1H-pyrazol-4-yl)-N-(3-fluoro-5-methoxybenzyl)indoline-1-carboxamide